(2-methyl-1,5,6,7-tetrahydro-s-indacen-1-yl)dimethyl-(2-methylindenyl)silane diethyl-2-(3-chloro-2-pyridyl)-2-methyl-propanedioate C(C)OC(C(C(=O)OCC)(C)C1=NC=CC=C1Cl)=O.CC=1C(C2=CC=3CCCC3C=C2C1)[Si](C1C(=CC2=CC=CC=C12)C)(C)C